5-(1-((tert-butyldimethylsilyl)oxy)but-3-en-1-yl)-2-fluoropyridine [Si](C)(C)(C(C)(C)C)OC(CC=C)C=1C=CC(=NC1)F